3-(3-fluorophenyl)-5-(3-methoxy-1-(piperidin-4-yl)-1H-pyrazol-4-yl)-1-tosyl-1H-pyrrolo[2,3-b]pyridine FC=1C=C(C=CC1)C1=CN(C2=NC=C(C=C21)C=2C(=NN(C2)C2CCNCC2)OC)S(=O)(=O)C2=CC=C(C)C=C2